CCCCCCCCCCCCCCCC(=O)OC[C@H](COP(=O)([O-])[O-])OC(=O)CCC/C=C\\C/C=C\\C/C=C\\C/C=C\\CCCCC The molecule is a 1,2-diacyl-sn-glycerol 3-phosphate(2-) in which the 1- and 2-acyl groups are specified as hexadecanoyl (palmitoyl) and 5Z,8Z,11Z,14Z-eicosatetraenoyl (arachidonoyl) respectively; major species at pH 7.3. It is a conjugate base of a 1-hexadecanoyl-2-(5Z,8Z,11Z,14Z-eicosatetraenoyl)-sn-glycero-3-phosphate.